O=C1COC2=C(N1CCCNC(OC(C)(C)C)=O)C=CC=C2 tert-Butyl N-(3-(3-oxo-3,4-dihydro-2H-1,4-benzoxazin-4-yl)propyl)carbamate